methylbenzyl-tin trimethoxide C[O-].C[O-].C[O-].C[Sn+3]CC1=CC=CC=C1